C(OC=1C=CC2=C(C1)OC(C=1C2N2N(CC1)C(N(C2=O)C2=CC=C(C=C2)C(C)=O)=O)(C)C)(OCCOCCOCCOCCOC)=O 2-(4-acetylphenyl)-7,7-dimethyl-1,3-dioxo-2,3,5,12b-tetrahydro-1H,7H-chromeno[4,3-c][1,2,4]triazolo[1,2-a]pyridazin-10-yl (2,5,8,11-tetraoxatridecan-13-yl) carbonate